(4-(benzyloxy)phenyl)(1,2-diethyl-1H-pyrrolo[2,3-c]pyridin-3-yl)methanone C(C1=CC=CC=C1)OC1=CC=C(C=C1)C(=O)C1=C(N(C2=CN=CC=C21)CC)CC